{2-[3-(benzyloxy)propoxy]ethyl}-4-bromo-3-methyl-2-nitroaniline C(C1=CC=CC=C1)OCCCOCCNC1=C(C(=C(C=C1)Br)C)[N+](=O)[O-]